O5-benzyl O1-ethyl (2S)-2-[2-(2,4-dichloroanilino)thiazol-4-yl]-2-ethyl-pentanedioate ClC1=C(NC=2SC=C(N2)[C@@](C(=O)OCC)(CCC(=O)OCC2=CC=CC=C2)CC)C=CC(=C1)Cl